O=C1NC2CCC1(C2)NC(OC(C)(C)C)=O tert-butyl (3-oxo-2-azabicyclo[2.2.1]heptan-4-yl)carbamate